C(C)(C)(C)OC(=O)N1N=CC2=C(C(=C(C=C12)F)Cl)CN1CCCC2=C1N=C(N=C2N2CCN(CC2)C(=O)OC(C)(C)C)SC 4-((4-(4-(tert-butoxycarbonyl)piperazin-1-yl)-2-(methylthio)-6,7-dihydropyrido[2,3-d]pyrimidin-8(5H)-yl)methyl)-5-chloro-6-fluoro-1H-indazole-1-carboxylic acid tert-butyl ester